{3,5-bis(trifluoromethyl) phenyl} borate B(OC1=CC(=CC(=C1)C(F)(F)F)C(F)(F)F)([O-])[O-]